5'H-spiro[cyclopropane-1,6'-pyrido[3,4-d]pyrimidin]-8'(7'H)-one N1=CN=CC2=C1C(NC1(C2)CC1)=O